S1C(=CC2=C1CN(CC2)C(=O)[O-])C(=O)[O-] 4,7-Dihydrothieno[2,3-c]pyridine-2,6(5H)-dicarboxylate